4-sulfonylaminobenzoic acid S(=O)(=O)=NC1=CC=C(C(=O)O)C=C1